1,2-di-p-tolyl-3-bromocyclopropane C1(=CC=C(C=C1)C1C(C1Br)C1=CC=C(C=C1)C)C